5-fluoro-7-(2-fluorocyclopentyl)-2-(((3S,4R)-3-hydroxytetrahydro-2H-pyran-4-yl)amino)pyrrolo[2,1-f][1,2,4]triazine-6-carbonitrile FC=1C(=C(N2N=C(N=CC21)N[C@H]2[C@@H](COCC2)O)C2C(CCC2)F)C#N